tert-Butyl 1-((2S,3S)-1-methyl-5-oxo-2-(pyridin-3-yl)pyrrolidin-3-yl)-1,8-dioxo-6,12-dioxa-2,9-diazapentadecan-15-oate CN1[C@@H]([C@H](CC1=O)C(NCCCOCC(NCCOCCC(=O)OC(C)(C)C)=O)=O)C=1C=NC=CC1